2-(1-(4-ethoxypiperidine-1-carbonyl)piperidin-4-ylidene)-2-(1H-indazol-4-yl)acetonitrile C(C)OC1CCN(CC1)C(=O)N1CCC(CC1)=C(C#N)C1=C2C=NNC2=CC=C1